(1S,2S,3S,4R,5S)-5-[3-[[4-(4-allyloxybutyl)phenyl]methyl]-4-methyl-phenyl]-2,3,4-tribenzyloxy-1-(1-iodoethyl)-6,8-dioxabicyclo[3.2.1]octane C(C=C)OCCCCC1=CC=C(C=C1)CC=1C=C(C=CC1C)[C@]12[C@@H]([C@H]([C@@H]([C@](CO1)(O2)C(C)I)OCC2=CC=CC=C2)OCC2=CC=CC=C2)OCC2=CC=CC=C2